BrC1=C2N=C(C(=NC2=C(C(=C1OCCCCCCCC)OCCCCCCCC)Br)C1=CC=C(C=C1)C(F)(F)F)C1=CC=C(C=C1)C(F)(F)F 5,8-dibromo-2,3-bis(4'-trifluoromethylphenyl)-6,7-dioctyloxyquinoxaline